[Si](C)(C)(C(C)(C)C)OCCCOC1=NN(C(=C1[N+](=O)[O-])C)C1CC2(COC2)C1 3-(3-((tert-butyl-dimethylsilyl)oxy)propoxy)-5-methyl-4-nitro-1-(2-oxaspiro[3.3]heptan-6-yl)-1H-pyrazole